4-(2-fluorophenyl)thiazol-2-amine FC1=C(C=CC=C1)C=1N=C(SC1)N